Cl.COC=1C=C2C(=NC=NC2=CC1OC)N1CCC(CC1)CCN 2-(1-(6,7-dimethoxy-quinazolin-4-yl)piperidin-4-yl)ethan-1-amine hydrochloride